6-(3-Isopropyl-5-((1-methylpiperidin-4-yl)methoxy)-1H-indol-2-yl)-7,8-dimethyl-[1,2,4]triazolo[4,3-a]pyridin C(C)(C)C1=C(NC2=CC=C(C=C12)OCC1CCN(CC1)C)C=1C(=C(C=2N(C1)C=NN2)C)C